ClC=1C2=CN(N=C2C(=C(C1)C1=CC=C(C=C1)CCN1CC(CC1)O)Cl)C(C(=O)NC=1SC=CN1)C1=C2N(C=N1)C[C@@H](C2)F (4,7-Dichloro-6-(4-(2-(3-hydroxypyrrolidin-1-yl)ethyl)phenyl)-2H-indazol-2-yl)-2-((R)-6-fluoro-6,7-dihydro-5H-pyrrolo[1,2-c]imidazol-1-yl)-N-(thiazol-2-yl)acetamide